1,3,4-benzenetricarboxylic acid tripropyl ester C(CC)OC(=O)C1=CC(=C(C=C1)C(=O)OCCC)C(=O)OCCC